C(CC[C@@H](/C=C/C=C\\C=C\\C=C\\[C@H]([C@H](CCCC(=O)O)O)O)O)CCO The molecule is a member of the class of lipoxins that is lipoxin A4 carrying an additional hydroxy substituent at position 20. It has a role as a human xenobiotic metabolite. It is a lipoxin, a long-chain fatty acid, an omega-hydroxy fatty acid and a hydroxy polyunsaturated fatty acid. It derives from a lipoxin A4. It is a conjugate acid of a 20-hydroxylipoxin A4(1-).